calcium-magnesium bismuth [Bi].[Mg].[Ca]